tert-butyl methyl(3-{[4-(3-phenyl-1H-pyrrolo[3,2-b]pyridin-2-yl)pyridin-3-yl]oxy}propyl)carbamate CN(C(OC(C)(C)C)=O)CCCOC=1C=NC=CC1C1=C(C2=NC=CC=C2N1)C1=CC=CC=C1